C(#N)[C@@H](C[C@H]1C(NCCC1)=O)NC(=O)[C@@H]1N([C@H]2CC([C@@H]1CC2)(F)F)C(=O)C2(C1=CC(=CC=C1C=1C=CC(=CC21)Cl)Cl)O (1R,3R,4R)-N-((R)-1-cyano-2-((S)-2-oxopiperidin-3-yl)ethyl)-2-(2,7-dichloro-9-hydroxy-9H-fluorene-9-carbonyl)-5,5-difluoro-2-azabicyclo[2.2.2]octane-3-carboxamide